BrC1=C(SC(=C1C(=O)OC)NC(=O)OCC1C2=CC=CC=C2C=2C=CC=CC12)C(=O)O 3-Bromo-5-{[(9H-fluoren-9-ylmethoxy)carbonyl]amino}-4-(methoxycarbonyl)-thiophene-2-carboxylic acid